N6-[2-(4-Diethylamino-1-methyl-butylamino)-6-methyl-pyrimidin-4-yl]-2-methyl-quinoline-4,6-diamine trihydrochloride Cl.Cl.Cl.C(C)N(CCCC(C)NC1=NC(=CC(=N1)NC=1C=C2C(=CC(=NC2=CC1)C)N)C)CC